(oxazol-2-yl)-[1,2,4]triazolo[1,5-c]pyrimidin-5-amine O1C(=NC=C1)C1=NN2C(=NC=CC2=N1)N